COC1=C(CC2=CC=C(C=C2)CC(=O)N2CCC(CC2)C2=CC=C(C=C2)NC2C(NC(CC2)=O)=O)C(=CC(=C1)C=1C2=C(C(N(C1)C)=O)N(N=C2)CC2=CC=C(C=C2)OC)OC 3-((4-(1-(2-(4-(2,6-dimethoxy-4-(1-(4-methoxybenzyl)-6-methyl-7-oxo-6,7-dihydro-1H-pyrazolo[3,4-c]pyridin-4-yl)benzyl)phenyl)acetyl)piperidin-4-yl)phenyl)amino)piperidine-2,6-dione